triazolhexamine N1(N(N(C(C1N)(N)N)N)N)N